(S)-4-(2-chloro-3-(9-(2-methoxy-5-methylbenzyl)-6-(1-methylcyclopropoxy)-9H-purin-8-yl)phenoxy)-2-methylbutanoic acid ClC1=C(OCC[C@@H](C(=O)O)C)C=CC=C1C=1N(C2=NC=NC(=C2N1)OC1(CC1)C)CC1=C(C=CC(=C1)C)OC